N-[5-(5-chloro-1H-benzimidazol-2-yl)-1H-pyrazol-3-yl]-6-(4-hydroxy-1-piperidyl)pyridine-3-carboxamide ClC1=CC2=C(NC(=N2)C2=CC(=NN2)NC(=O)C=2C=NC(=CC2)N2CCC(CC2)O)C=C1